ClC1=CC=C(CNC(=O)NC2CC3(C2)CC(C3)CC(N3CCCC3)=O)C=C1 1-(4-chlorobenzyl)-3-(6-(2-oxo-2-(pyrrolidin-1-yl)ethyl)spiro[3.3]heptan-2-yl)urea